C(#N)C[C@H]1N(CC[C@@H](C1)N1N=NC=2C(=NC=3C(=C(C(=CC3C21)C)C2=CC=C(C=C2)F)F)S(=O)(=O)C)C(=O)OC(C)(C)C tert-butyl (2S,4S)-2-(cyanomethyl)-4-(6-fluoro-7-(4-fluorophenyl)-8-methyl-4-(methylsulfonyl)-1H-[1,2,3]triazolo[4,5-c]quinolin-1-yl)piperidine-1-carboxylate